zirconium mono-iso-propoxide tris(ethylacetoacetate) C(C)CC(CC(=O)[O-])=O.C(C)CC(CC(=O)[O-])=O.C(C)CC(CC(=O)[O-])=O.CC([O-])C.[Zr+4]